C1[C@@H](O)[C@@H](O)[C@H](O)[C@H](O1)CO 1,5-Anhydro-mannitol